CC12C3(CC(C=C1)C2)C(=O)OC3=O methylbicyclo[2.2.1]hept-5-ene-2,2-dicarboxylic anhydride